(urea) glutamate N[C@@H](CCC(=O)O)C(=O)O.NC(=O)N